CC1=NC2=C(C=CC=C2C=C1)S(=O)(=O)Cl 2-methylquinoline-8-sulfonyl chloride